OCCCCC=CC(CCOCOCOCCC(C)C=CCCCCO)C (3Z)-6-hydroxy-3-hexenylbutoxymethyl ether